3-{2-Chloro-3-[(4S)-2-imino-4-methyl-6-oxo-1-(tetrahydro-pyran-4-yl)hexahydropyrimidin-4-yl]anilino}pyridine-4-carbonitrile ClC1=C(NC=2C=NC=CC2C#N)C=CC=C1[C@]1(NC(N(C(C1)=O)C1CCOCC1)=N)C